[Ir].[Pd] palladium Iridium